The molecule is a member of the class of 1,3-thiazoles carrying 3,4,4-trifluorobut-3-ene-1-sulfonyl and chloro substituents at positions 2 and 5 respectively. A nematicide that is effective against a number of plant parasitic nematodes in a range of agricultural and horticultural crops. It has a role as a nematicide and an agrochemical. It is a member of 1,3-thiazoles, an organochlorine pesticide, a sulfone, an organofluorine pesticide and an olefinic compound. C1=C(SC(=N1)S(=O)(=O)CCC(=C(F)F)F)Cl